Cyclohexanecarboxylic acid {2-chloro-4-[(5-chloro-thiophen-2-ylmethyl)-amino]-phenyl}-amide ClC1=C(C=CC(=C1)NCC=1SC(=CC1)Cl)NC(=O)C1CCCCC1